epoxypropene C1=C(C)O1